N-((4S,5R)-7-ethyl-4-(3-(2-fluoroacrylamido)phenyl)-3-methyl-6-oxo-1-phenyl-4,5,6,7-tetrahydro-1H-pyrazolo[3,4-b]pyridin-5-yl)-3-(trifluoromethyl)benzamide C(C)N1C2=C([C@@H]([C@H](C1=O)NC(C1=CC(=CC=C1)C(F)(F)F)=O)C1=CC(=CC=C1)NC(C(=C)F)=O)C(=NN2C2=CC=CC=C2)C